FCN1C(=NC2=C1C=CC=C2)COC2=CC=C(C=C2)C2=NN(C=C2C2=CC=NC=C2)CC(F)(F)F 1-Fluoromethyl-2-{4-[4-pyridin-4-yl-1-(2,2,2-trifluoro-ethyl)-1H-pyrazol-3-yl]-phenoxymethyl}-1H-benzoimidazole